N-[2-({2S}-3-[(1-[4-chlorobenzyl]-4-piperidinyl)amino]-2-hydroxy-2-methylpropoxy)-4-fluorophenyl]acetamide ClC1=CC=C(CN2CCC(CC2)NC[C@](COC2=C(C=CC(=C2)F)NC(C)=O)(C)O)C=C1